N1C=CC=2C1=NC=C(C2)OC2=C(C=CC(=C2)C(=O)NS(=O)(=O)C2=CC(=C(C=C2)NCC2CCOCC2)[N+](=O)[O-])C=2CCC(CC2)=O ((1H-pyrrolo[2,3-b]pyridin-5-yl)oxy)-N-((3-nitro-4-(((tetrahydro-2H-pyran-4-yl)methyl)amino)phenyl)sulfonyl)-4'-oxo-2',3',4',5'-tetrahydro-[1,1'-biphenyl]-4-carboxamide